6-(1-(3-(1H-pyrazol-1-yl)propanoyl)-1,2,5,6-tetrahydropyridin-3-yl)-7-fluoro-4-(2-fluoro-4-(piperazin-1-yl)phenyl)-N,N-dimethyl-1H-indole-2-carboxamide N1(N=CC=C1)CCC(=O)N1CC(=CCC1)C1=CC(=C2C=C(NC2=C1F)C(=O)N(C)C)C1=C(C=C(C=C1)N1CCNCC1)F